ClC=1C=C(C=NC1N1N=CC=N1)NC(=O)C1=C(C=C(C=N1)C=1C=NC=CC1C)C N-(5-chloro-6-(2H-1,2,3-triazol-2-yl)pyridin-3-yl)-4',5-dimethyl-[3,3'-bipyridine]-6-formamide